P(=O)(O[C@H]1O[C@@]([C@@H]([C@@H]1O)O)(C#N)C1=CC=C2C(=NC=NN21)N)(OC)OC[C@@H](CC#CCCCCCCCCCCCCCC)OCC2=CC(=C(C=C2)C#N)F ((2R,3S,4R,5R)-5-(4-Aminopyrrolo[2,1-f][1,2,4]triazin-7-yl)-5-cyano-3,4-dihydroxytetrahydrofuran-2-yl) methyl ((R)-2-((4-cyano-3-fluorobenzyl) oxy) nonadec-4-yn-1-yl) phosphate